hexahydrocyclopenta[c]pyrrol-5(1H)-one O-methyloxime CON=C1CC2C(CNC2)C1